((3-(hydroxymethyl)oxetan-3-yl)methyl)-L-prolin methyl ester COC([C@H]1N(CCC1)CC1(COC1)CO)=O